C(CCCCCCC)N(CCCCCCCC)O N,N-dioctylhydroxyamine